2-(2,2-dimethoxyethoxy)-5-methylpyridine COC(COC1=NC=C(C=C1)C)OC